6-hydroxy-1,4-diazepine OC=1C=NC=CNC1